N-((3-chloro-1H-pyrrolo[2,3-b]pyridin-5-yl)methyl)-2-(6-(1-methyl-1H-pyrazol-4-yl)-2-oxo-3-(phenethylamino)pyrazin-1(2H)-yl)acetamide ClC1=CNC2=NC=C(C=C21)CNC(CN2C(C(=NC=C2C=2C=NN(C2)C)NCCC2=CC=CC=C2)=O)=O